BrC1(N(CCC2=CC=CC=C12)C1=CC=CC=C1)C#CC1=CC=C(C=C1)OC bromo-1-((4-methoxyphenyl)ethynyl)-2-phenyl-1,2,3,4-tetrahydroisoquinoline